C(CCCCCCCCCC(C)C)NC(O)=O isotridecyl-carbamic acid